(((((((9H-fluorene-9,9-diyl)bis(4,1-phenylene))bis(oxy))bis(ethane-2,1-diyl))bis(oxy))bis(carbonyl))bis(azanediyl))bis(ethane-2,1-diyl) diacrylate C(C=C)(=O)OCCNC(=O)OCCOC1=CC=C(C=C1)C1(C2=CC=CC=C2C=2C=CC=CC12)C1=CC=C(C=C1)OCCOC(=O)NCCOC(C=C)=O